C12(CC3CC(CC(C1)C3)C2)NC(COC=2C3=C(NC(N2)=O)CCOC3)=O N-(adamantan-1-yl)-2-((2-oxo-1,5,7,8-tetrahydro-2H-pyrano[4,3-d]pyrimidin-4-yl)oxy)acetamide